CC1=C(C=CC(=C1)N)OC1=C(C=C(C=C1)N)C methyl-4-aminophenylether